(2-(2-bromoethyl)phenoxy)(tert-butyl)dimethylsilane BrCCC1=C(O[Si](C)(C)C(C)(C)C)C=CC=C1